P(=O)(OC1=CC=C(C=C1)C(C)(C)C)(OC1=CC=C(C=C1)C(C)(C)C)OC1=CC=CC=C1 bis(p-t-butylphenyl) phenyl phosphate